FC1CN(C1)C(=O)C(CCCC(C(=O)O)=N)CC 6-(3-fluoroazetidine-1-carbonyl)-2-iminooctanoic acid